FC1=CC2=C(N(C(C(N2C)=O)=O)C2CCN(CC2)C2=NC=C(C=N2)C#N)N=C1 2-(4-(7-fluoro-1-methyl-2,3-dioxo-2,3-dihydropyrido[2,3-b]pyrazin-4(1H)-yl)piperidin-1-yl)pyrimidine-5-carbonitrile